2-[4-(benzyloxy)phenyl]-3-[(tert-butoxycarbonyl)amino]propionic acid C(C1=CC=CC=C1)OC1=CC=C(C=C1)C(C(=O)O)CNC(=O)OC(C)(C)C